1,1-Bis(2,2-difluoroethoxy)methane FC(COCOCC(F)F)F